BETA-ionone CC(=O)/C=C/C1=C(C)CCCC1(C)C